COC(=O)C=1C=NC(=NC1)N[C@H]1CN([C@@H](C1)C(N)=O)C(=O)OC(C)(C)C 2-(((3R,5S)-1-(tert-Butoxycarbonyl)-5-carbamoyl-pyrrolidin-3-yl)amino)pyrimidine-5-carboxylic acid methyl ester